ClC1=CC=C(C2=C1C=C(O2)F)COC2=C(C=CC(=C2)F)C2CCN(CC2)CC2=NC1=C(N2C[C@H]2OCC2)C=C(C=C1)C(=O)OC Methyl (S)-2-((4-(2-((4-chloro-2-fluorobenzofuran-7-yl)methoxy)-4-fluorophenyl)piperidin-1-yl)methyl)-1-(oxetan-2-ylmethyl)-1H-benzo[d]imidazole-6-carboxylate